FC(F)(F)C1=C2C(=NN1)CCC2O (trifluoromethyl)-5,6-dihydro-4H-cyclopenta[c]pyrazol-4-ol